2,3-dihydro-1H-pyrrolizin C1CCN2C=CC=C12